NC(C(=O)O)CC(C)(C)C amino-4,4-Dimethylpentanoic acid